2-carbamoyl-4-(1-(1-((5-(2,4-difluorophenoxy)pyrazin-2-yl)amino)-1-oxopropan-2-yl)-4,4-difluoropiperidin-3-yl)pyridine 1-oxide C(N)(=O)C1=[N+](C=CC(=C1)C1CN(CCC1(F)F)C(C(=O)NC1=NC=C(N=C1)OC1=C(C=C(C=C1)F)F)C)[O-]